C(C)(C)C=1C=C(C=CC1)C1=C(C(=C)C)C=CC(C1)(C)C1=CC(=CC=C1)C(C)C 2,4-di(3-isopropylphenyl)-4-methyl-α-methylstyrene